Cl.N[C@@H](CC(=O)O)CN1N=C(N=N1)C1=CC(=C(C=C1)OC1=CC=C(C=C1)Cl)F (S)-3-amino-4-(5-(4-(4-chlorophenoxy)-3-fluorophenyl)-2H-tetrazol-2-yl)butanoic acid hydrochloride